methyl (R)-2,4-dimethyl-6-(methyl(pyrrolidin-3-yl)amino)nicotinate hydrochloride Cl.CC1=C(C(=O)OC)C(=CC(=N1)N([C@H]1CNCC1)C)C